2-[(4-Chlorophenyl)thiophenyl]-N-[4-(dimethylamino)butyl]-2-propenamide hydrochloride Cl.ClC1=CC=C(C=C1)C1=C(SC=C1)C(C(=O)NCCCCN(C)C)=C